perfluoro-3-oxabutylmethyl ether FC(C(C(OC(F)(F)F)(F)F)(F)F)(F)OC(F)(F)C(C(OC(F)(F)F)(F)F)(F)F